P(=O)(O)(O)CO[C@@H](CN1C2=NC=NC(=C2N=C1)N)C (R)-9-(2-phosphomethoxyl-propyl)-adenine